1-(oxetan-3-ylmethyl)-4-(4,4,5,5-tetramethyl-1,3,2-dioxaborolan-2-yl)-1H-pyrazole O1CC(C1)CN1N=CC(=C1)B1OC(C(O1)(C)C)(C)C